7-methylguanosine 5'-monophosphate P(=O)(O)(O)OC[C@@H]1[C@H]([C@H]([C@@H](O1)N1C=[N+](C=2C(=O)NC(N)=NC12)C)O)O